CN1C=[N+](C=C1)C 1-methyl-3-methylimidazolium